C(C(=C)C)(=O)OCC[N+](CC)(CC)CC methacryloyl-oxyethyl-triethyl-ammonium